N-{4-[7-(5-chloro-2-fluorophenyl)-1H,2H,3H-pyrido[3,4-b][1,4]oxazin-1-yl]pyridin-2-yl}-3-[(2-methanesulfonylethyl)amino]propanamide ClC=1C=CC(=C(C1)C1=CC2=C(OCCN2C2=CC(=NC=C2)NC(CCNCCS(=O)(=O)C)=O)C=N1)F